ClC1=C(C(=C(C=C1OC)OC)Cl)C=1C(N(C2=CC(=NC=C2C1)C=1C=NN(C1)C)C)=O 3-(2,6-dichloro-3,5-dimethoxyphenyl)-1-methyl-7-(1-methyl-1H-pyrazol-4-yl)-1,6-naphthyridin-2(1H)-one